O1C2=C(N(CC1)C(=O)C=1C=NC=CC1S)C=CC=C2 (2,3-dihydro-4H-benzo[b][1,4]oxazine-4-yl)(4-mercaptopyridine-3-yl)methanone